ClC=1C=C2C=3C(N(C(NC3C1F)=O)CC)=NN2C 7-chloro-3-ethyl-6-fluoro-1-methyl-1,5-dihydropyrazolo[3,4,5-de]quinazolin-4(3H)-one